4-hydroxy-2-methyl-6-(methylthio)benzoic acid OC1=CC(=C(C(=O)O)C(=C1)SC)C